cholestan-3beta,6alpha-diol CC(C)CCC[C@@H](C)[C@H]1CC[C@H]2[C@@H]3C[C@@H](C4C[C@H](CC[C@]4(C)[C@H]3CC[C@]12C)O)O